FC(C(=O)NC1CCCC=2N(N=NC21)C2=NC=CC(=C2)CC2=CC(=CC(=C2)C(F)(F)F)F)F 2,2-difluoro-N-[1-(4-{[3-fluoro-5-(trifluoromethyl)phenyl]methyl}pyridin-2-yl)-4,5,6,7-tetrahydro-1H-benzotriazol-4-yl]acetamide